CN1N=CC2=CC=C(C=C12)C=1C2=C(NN1)C1=C(C2)SC(=C1)C1=CC=C(C=C1)C(C)N1CCOCC1 4-(1-(4-(3-(1-methyl-1H-indazol-6-yl)-1,4-dihydro-thieno[2',3':4,5]cyclopenta[1,2-c]pyrazol-6-yl)phenyl)ethyl)morpholine